O=C1NCCC2=C1NN=C2C(=O)O 7-oxo-4,5-dihydropyrazolo[3,4-c]pyridine-3-carboxylic acid